4-(4-phenylquinolin-2-yl)butyronitrile C1(=CC=CC=C1)C1=CC(=NC2=CC=CC=C12)CCCC#N